(P)-3-bromo-4-((3-fluoro-5-methylpyridin-2-yl)methoxy)-6''-(2-hydroxypropan-2-yl)-3'',5',6-trimethyl-2H-[1,4':2',2''-terpyridin]-2-one BrC=1C(N(C(=CC1OCC1=NC=C(C=C1F)C)C)C1=CC(=NC=C1C)C1=NC(=CC=C1C)C(C)(C)O)=O